N-[5,6-dichloro-4-(2,6-difluorobenzoyl)-3-pyridinyl]carbamic acid tert-butyl ester C(C)(C)(C)OC(NC=1C=NC(=C(C1C(C1=C(C=CC=C1F)F)=O)Cl)Cl)=O